OC1=C(C=C2C(=N1)CCCCC2)C(=O)OC methyl 2-hydroxy-6,7,8,9-tetrahydro-5H-cyclohepta[b]pyridine-3-carboxylate